(Z)-3-fluoro-4-(4-methylpyridin-3-ylsulfonyl)but-2-en-1-amine dihydrochloride Cl.Cl.F\C(=C/CN)\CS(=O)(=O)C=1C=NC=CC1C